8-(2,6-difluorophenyl)-5-methyl-3,4,7,9,12,13-hexazatetracyclo[7.5.1.02,6.012,15]pentadeca-1(15),2,5,7,13-pentaene FC1=C(C(=CC=C1)F)C1=NC2=C(NN=C2C=2C=NN3CCN1C23)C